Bromo-N,N-bis(4-methoxybenzyl)pyridin-2-amine BrC=1C(=NC=CC1)N(CC1=CC=C(C=C1)OC)CC1=CC=C(C=C1)OC